4-hydroxy-N-[(1S)-1-[4-(4-methyl-1,3-oxazol-5-yl)phenyl]ethyl]pyrrolidine-2-carboxamide OC1CC(NC1)C(=O)N[C@@H](C)C1=CC=C(C=C1)C1=C(N=CO1)C